O=C1N(CCC(N1)=O)C1=CC(=C(C=C1F)N1CCC(CC1)(O)CC(=O)O)F 2-[1-[4-(2,4-dioxohexahydropyrimidin-1-yl)-2,5-difluoro-phenyl]-4-hydroxy-4-piperidyl]acetic acid